tert-butyl (1'-(4-(1-cyclopropoxy-1-(3,5-difluorophenyl)-2-((tetrahydro-2H-pyran-2-yl)oxy)ethyl)-6-iodoquinazolin-2-yl)-4-methyl-[1,4'-bipiperidin]-4-yl)carbamate C1(CC1)OC(COC1OCCCC1)(C1=CC(=CC(=C1)F)F)C1=NC(=NC2=CC=C(C=C12)I)N1CCC(CC1)N1CCC(CC1)(C)NC(OC(C)(C)C)=O